NC1=C2N=CN(C2=NC=N1)C[C@@H](C)OCP(OCCCOCCCCCCCCCCCCCC#CS(F)(F)(F)(F)F)(O)=O 3-((15-(pentafluoro-λ6-sulfanyl)pentadec-14-yn-1-yl)oxy)propyl hydrogen ((((R)-1-(6-amino-9H-purin-9-yl)propan-2-yl)oxy)methyl)phosphonate